OCC(CCC)C(CC(C)=O)=O 1-(oxahex-3-yl)butan-1,3-dione